C(C=C)C1CCC(CC1)CC=C 1,4-diallylcyclohexane